Cl.N1C[C@@H](CCC1)O (R)-piperidine-3-ol hydrochloride